CN(C(CC(CC(=O)N(CCCCCCCCCCCC)C)=O)=O)CCCCCCCCCCCC N,N'-dimethyl-N,N'-dilauryl-3-oxoglutaramide